BrC1=C(C=C(OC[C@H](CC2CCN(CC2)C(=O)OC(C)(C)C)C)C=C1)C tert-butyl (S)-4-(3-(4-bromo-3-methylphenoxy)-2-methylpropyl)piperidine-1-carboxylate